1-amyl-3-(1-naphthoyl)indole C(CCCC)N1C=C(C2=CC=CC=C12)C(=O)C1=CC=CC2=CC=CC=C12